p-tert-butylphenyl disulfide C(C)(C)(C)C1=CC=C(C=C1)SSC1=CC=C(C=C1)C(C)(C)C